FC=1C=C(CNCCCCOCCNC=2C=3C=NNC3C=C(C2)C2=NC=NO2)C=C(C1OC(F)(F)F)F N-(2-(4-((3,5-difluoro-4-(trifluoromethoxy)benzyl)amino)butoxy)ethyl)-6-(1,2,4-oxadiazol-5-yl)-1H-indazol-4-amine